BrC1=C(C=C(C=C1)S(=O)(=O)N1CCN(CC1)C(C(F)(F)F)=O)F 1-(4-((4-bromo-3-fluorophenyl)sulfonyl)piperazin-1-yl)-2,2,2-trifluoroethan-1-one